BrC1=C(C(=CC(=C1)C(C(F)(F)F)(C(F)(F)F)F)C)C1=C(C(=C(C(=O)N)C=C1)F)NC(C1=CC=C(C=C1)F)=O (bromo-6-methyl-4-(perfluoropropan-2-yl)phenyl)-2-fluoro-3-(4-fluorobenzamido)benzamide